5-(3-thienoyl)amino-3-(1-propyl-1,2,3,6-tetrahydropyridin-4-yl)-1H-indole S1C=C(C=C1)C(=O)NC=1C=C2C(=CNC2=CC1)C=1CCN(CC1)CCC